(S)-5-(1-benzylazetidin-3-yl)-7-phenyl-4-oxa-7-azaspiro[2.5]octan-8-one C(C1=CC=CC=C1)N1CC(C1)[C@@H]1OC2(CC2)C(N(C1)C1=CC=CC=C1)=O